C1(CCCC1)N1C(N(C=2C=NC(=CC21)NC2=CC(=C(C#N)C=C2)C)C)=O 4-((1-Cyclopentyl-3-methyl-2-oxo-2,3-dihydro-1H-imidazo[4,5-c]pyridin-6-yl)amino)-2-methylbenzonitrile